FC(C1=NN2C(N=C(C=C2N[C@@H]2C[C@@H](CCC2)NC2=NC=CC=3N2C=CN3)C(F)(F)F)=C1)(F)F (1S,3R)-N1-(2,5-bis(trifluoromethyl)pyrazolo[1,5-a]pyrimidin-7-yl)-N3-(imidazo[1,2-c]pyrimidin-5-yl)cyclohexane-1,3-diamine